4-chloro-2-N-octyl-4-isothiazoline ClC=1CN(SC1)CCCCCCCC